CN(C=1N=NC=CC1)[C@@H]1C[C@@H](NCC1)C N-methyl-N-[(2S,4S)-2-methylpiperidin-4-yl]Pyridazin-3-amine